(5S,8R)-N-(4,5-dichloro-2-fluorophenyl)-1-fluoro-N'-hydroxy-6,7,8,9-tetrahydro-5H-5,8-epiminocyclohepta[c]pyridine-10-carboximidamide ClC1=CC(=C(C=C1Cl)NC(=NO)N1[C@H]2CC[C@@H]1CC=1C(=NC=CC12)F)F